4-(3-((1-((1,4-Oxazepan-4-yl)methyl)cyclopropyl)methoxy)-5-fluoro-7,9-dihydrofuro[3,4-f]quinazolin-6-yl)-2-amino-7-fluorothieno[3,2-c]pyridine-3-carbonitrile O1CCN(CCC1)CC1(CC1)COC1=NC=2C(=C(C3=C(C2C=N1)COC3)C3=NC=C(C1=C3C(=C(S1)N)C#N)F)F